COC1=CC=C(C=C1)N1N=C(NC1=O)[C@@H]1CN(CCC1)CC1=NC=CC(=C1)C (s)-2-(4-methoxyphenyl)-5-(1-((4-methylpyridin-2-yl)methyl)piperidin-3-yl)-2,4-dihydro-3H-1,2,4-triazol-3-one